C1(=CC=CC=C1)C#CC=1C=C(C(C(=O)O)=CC1)C(=O)O 4-(phenylethynyl)phthalic acid